tert-butyl (2S,5R)-5-[(benzyloxy)amino]-2-[5-(4-chlorophenyl)-1,3,4-oxadiazol-2-yl]piperidine-1-carboxylate C(C1=CC=CC=C1)ON[C@@H]1CC[C@H](N(C1)C(=O)OC(C)(C)C)C=1OC(=NN1)C1=CC=C(C=C1)Cl